3-methoxy-2-(2H-1,2,3-triazol-2-yl)benzoic acid COC=1C(=C(C(=O)O)C=CC1)N1N=CC=N1